acrylic acid, anthracylamide C1(=CC=CC2=CC3=CC=CC=C3C=C12)NC(C=C)=O